piperidine-1,3-dicarboxylic acid 1-(tert-butyl) ester 3-methyl ester COC(=O)C1CN(CCC1)C(=O)OC(C)(C)C